FC=1C(=CC(=NC1)NC1=NC=CC(=C1)CS(=O)(=O)C)C1=CC2=C(N(N=C2C=C1)C)C(C)C 5-fluoro-4-(3-isopropyl-2-methyl-2H-indazol-5-yl)-N-(4-((methylsulfonyl)methyl)pyridin-2-yl)pyridin-2-amine